CC1C(NC(=O)N1)CCCCCC(=O)[O-] The molecule is conjugate base of dethiobiotin; major species at pH 7.3. It has a role as a Saccharomyces cerevisiae metabolite. It is a conjugate base of a dethiobiotin.